(R)-2-((1r,4R)-4-(((tert-butoxycarbonyl)amino)methyl)cyclohexane-1-carboxamido)-3-(5-iodo-1H-indol-3-yl)propanoic acid C(C)(C)(C)OC(=O)NCC1CCC(CC1)C(=O)N[C@@H](C(=O)O)CC1=CNC2=CC=C(C=C12)I